cis-cyclopentene C1=CCCC1